(Z)-1-(2,6-dimethyl-4-(1-(4-(trifluoromethoxy)phenyl)-1H-1,2,4-triazol-3-yl)phenyl)-3-(3-(5-(dimethylamino)-2-isopropylphenyl)-4-oxothiazolidin-2-ylidene)urea CC1=C(C(=CC(=C1)C1=NN(C=N1)C1=CC=C(C=C1)OC(F)(F)F)C)NC(=O)\N=C\1/SCC(N1C1=C(C=CC(=C1)N(C)C)C(C)C)=O